3-(3-(benzyloxy)phenyl)quinazoline-2,4(1H,3H)-dione C(C1=CC=CC=C1)OC=1C=C(C=CC1)N1C(NC2=CC=CC=C2C1=O)=O